OCC1=NC=2C=3C=CC=CC3OC2C(N1)=O 4-(hydroxymethyl)-8-oxa-3,5-diazatricyclo[7.4.0.02,7]trideca-1(9),2(7),3,10,12-pentaen-6-one